(3R)-3-methoxypyrrolidine-1-sulfonamide CO[C@H]1CN(CC1)S(=O)(=O)N